2-iodo-1-methyl-1H-pyrazolo[3,4-b]pyridine IN1N(C2=NC=CC=C2C1)C